[C@H]12N(C[C@H](NC1)C2)C(=O)C=2C=C1C(=NNC1=CC2)C2=NC1=C(N2)C=C(C=C1)N1CCOCC1 ((1R,4R)-2,5-diazabicyclo[2.2.1]heptan-2-yl)(3-(6-morpholino-1H-benzo[d]imidazol-2-yl)-1H-indazol-5-yl)methanone